ClC=1C=C(C=C(C1)S(=O)(=O)C)NC(=O)C1=CN(C(=C1)C1=NC=CC=C1OC=1C=NC=CC1)C N-(3-chloro-5-(methylsulfonyl)phenyl)-1-methyl-5-(3-(pyridin-3-yloxy)pyridin-2-yl)-1H-pyrrole-3-carboxamide